FCC(C(CC(=O)O)NC(C(CC)N1C(C2=CC(=CC=C2C1)C=1C=NC(=CC1)OC)=O)=O)=O 5-Fluoro-3-(2-(6-(6-methoxypyridin-3-yl)-1-oxoisoindolin-2-yl)butanamido)-4-oxopentanoic acid